pyrrolo[1,2-d][1,4]oxazin C1C=2N(C=CO1)C=CC2